4-[(4-fluorophenyl)methoxy]-1-{4-[2-(pyrrolidin-1-yl)ethoxy]phenyl}pyridin-2(1H)-one FC1=CC=C(C=C1)COC1=CC(N(C=C1)C1=CC=C(C=C1)OCCN1CCCC1)=O